2-((5-(naphthalen-1-yl(phenyl)amino)selenophen-2-yl)methylene)-1H-indene-1,3(2H)-dione C1(=CC=CC2=CC=CC=C12)N(C1=CC=C([Se]1)C=C1C(C2=CC=CC=C2C1=O)=O)C1=CC=CC=C1